2-ethylhexyl β-mercaptopropionate SCCC(=O)OCC(CCCC)CC